C(C)(C)(C)C=1C=C(C=C(C1O)C(C)(C)C)C(=O)C1=C(C=CC=C1)[N+](=O)[O-] (3,5-di-tert-butyl-4-hydroxyphenyl)(2-nitrophenyl)methanone